FCC=C 3-fluoroprop-1-ene